C(C1=CC=CC=C1)OC(=O)NC1C(CN(CC1)C(=O)OC(C)(C)C)F Tert-Butyl 4-(((benzyloxy)carbonyl)amino)-3-fluoropiperidine-1-carboxylate